N-(3-(4'-(2-(methyl(oxetan-3-yl)amino)ethoxy)-4,5,5',6'-tetrahydro-2H-spiro[furan-3,8'-pyrano[3,4-b]pyridin]-2'-yl)-1H-pyrrolo[2,3-c]pyridin-5-yl)acetamide CN(CCOC1=C2C(=NC(=C1)C1=CNC3=CN=C(C=C31)NC(C)=O)C3(OCC2)COCC3)C3COC3